(1-(naphthalen-1-yl)cyclopropyl)pyrimidine-4-carboxamide C1(=CC=CC2=CC=CC=C12)C1(CC1)C1=NC=CC(=N1)C(=O)N